C(=O)O.C(=O)O.C(=O)O.C(=O)O.C12CC3CC(CC(C1)C3)C2 adamantane tetraformate